trans-2,3-dimethylcyclopropylcarboxylate CC1C(C1C)C(=O)[O-]